6-(2-hydroxy-2-methylpropoxy)-4-(6-(4-hydroxy-4-(2-methylbenzyl)piperidin-1-yl)pyridin-3-yl)pyrazolo[1,5-a]pyridine-3-carbonitrile OC(COC=1C=C(C=2N(C1)N=CC2C#N)C=2C=NC(=CC2)N2CCC(CC2)(CC2=C(C=CC=C2)C)O)(C)C